C[Si](C#CC1=CC=C(C=C1)SC)(C)C trimethyl-((4-(methylthio)phenyl)ethynyl)silane